O1COC=C1C=O [1,3]dioxol-5-carbaldehyde